2-(5-((4-amino-6-chloro-1H-pyrazolo[3,4-d]pyrimidin-1-yl)methyl)-2-(trifluoromethyl)phenyl)ethan-1-ol NC1=C2C(=NC(=N1)Cl)N(N=C2)CC=2C=CC(=C(C2)CCO)C(F)(F)F